CC1C(NCC1)C(=O)NC 3,N-dimethylpyrrolidine-2-carboxamide